C1(=CC=CC=C1)N(C(C)=O)\C=C\C=C\C=N\C1=CC=CC=C1 N-phenyl-N-((1E,3E,5E)-5-(phenylimino)penta-1,3-dienyl)acetamide